(S)-3-amino-7-(2-(3-hydroxy-3-methylazetidin-1-yl)ethoxy)-5-methyl-2,3-dihydrobenzo[b][1,4]oxazepin-4(5H)-one hydrochloride Cl.N[C@@H]1C(N(C2=C(OC1)C=CC(=C2)OCCN2CC(C2)(C)O)C)=O